C(CCCC=C)O Hex-5-en-1-ol